5-[1-(2H3)methyl-1H-pyrazol-4-yl]-2-{3-[(2,2,6,6-tetramethylpiperidin-4-yl)amino]-1,2,4-triazin-6-yl}phenol hydrochloride Cl.C(N1N=CC(=C1)C=1C=CC(=C(C1)O)C1=CN=C(N=N1)NC1CC(NC(C1)(C)C)(C)C)([2H])([2H])[2H]